5,7-Dihydroxy-2-phenylchromen-4-one OC1=C2C(C=C(OC2=CC(=C1)O)C1=CC=CC=C1)=O